2-(2-(phenylseleno)phenyl)quinoline C1(=CC=CC=C1)[Se]C1=C(C=CC=C1)C1=NC2=CC=CC=C2C=C1